N1[C@@H](CCC1)C(=O)O E-proline